1-(4-amino-2-isopentyl-1H-imidazo[4,5-c]quinolin-1-yl)-2-methylpropan-2-ol NC1=NC=2C=CC=CC2C2=C1N=C(N2CC(C)(O)C)CCC(C)C